1H-pyrrolo[2,3-c]pyridine-3-carboxylate N1C=C(C=2C1=CN=CC2)C(=O)[O-]